C1(C(C(C(C2(C(C3(C(C=CC=C3C=C12)[2H])[2H])([2H])[2H])[2H])([2H])[2H])([2H])[2H])([2H])[2H])([2H])[2H] anthracene-d13